Benzyl (1-hydroxy-1,3-dihydrobenzo[c][1,2]oxaborole-6-carbonyl)-L-methioninate OB1OCC2=C1C=C(C=C2)C(=O)N[C@@H](CCSC)C(=O)OCC2=CC=CC=C2